N[C@H]1CS(C2=C(N(C1=O)CC1=CC=C(C=C1)Cl)C=C(C(=C2)F)C=2OC(=NN2)C=2C=NC(=CC2)C)(=O)=O (3R)-3-amino-5-[(4-chlorophenyl)methyl]-8-fluoro-7-[5-(6-methyl-3-pyridyl)-1,3,4-oxadiazol-2-yl]-1,1-dioxo-2,3-dihydro-1lambda6,5-benzothiazepin-4-one